methyl-N-(trimethylsilyl)trifluoroacetamide CN(C(C(F)(F)F)=O)[Si](C)(C)C